O=C1C2=C(C=3C(=CC(=NC3C1=O)C(=O)O)C(=O)O)NC(=C2)C(=O)O 4,5-dihydro-4,5-dioxo-1H-pyrrolo(2,3-f)quinoline-2,7,9-tricarboxylic acid